ClC1=CC(=CN=N1)N1CC2CCC(C1)N2C(=O)OC(C)(C)C tert-butyl 3-(6-chloropyridazin-4-yl)-3,8-diazabicyclo[3.2.1]octane-8-carboxylate